3-(5-(((1R,2S)-2-(3-(2-fluorophenyl)azetidin-1-yl)cyclohexyl)oxy)-1-oxoisoindolin-2-yl)piperidine-2,6-dione FC1=C(C=CC=C1)C1CN(C1)[C@@H]1[C@@H](CCCC1)OC=1C=C2CN(C(C2=CC1)=O)C1C(NC(CC1)=O)=O